ClC1=C(CC[C@@]2(CN(CCC2)C2=CC(=C(C(=C2)F)S(=O)(=O)NC2=NC=NC=C2)F)N(C)C)C=C(C=C1)C(F)(F)F (R)-4-(3-(2-chloro-5-(trifluoromethyl)phenethyl)-3-(dimethylamino)piperidin-1-yl)-2,6-difluoro-N-(pyrimidin-4-yl)benzenesulfonamide